C(C1=CC=CC=C1)OC1=C(C=CC=C1F)C1=CC(=CC=C1F)C[C@@]1(C[C@@H](C[C@H]1C)NS(=O)(=O)C)C=1OC=C(N1)CCl |r| rac-N-((1R,3S,4R)-3-((2'-(benzyloxy)-3',6-difluoro-[1,1'-biphenyl]-3-yl)methyl)-3-(4-(chloromethyl)oxazol-2-yl)-4-methylcyclopentyl)methanesulfonamide